ClC=1C=C(COC2=CC=C3C=CC(OC3=C2)=O)C=CC1 7-[(3-CHLOROBENZYL)OXY]-2-OXO-2H-CHROMENE